2-chloromethyl-7-chloroquinazolin-4(3H)-one ClCC1=NC2=CC(=CC=C2C(N1)=O)Cl